C(C)(C)(C)[Si](OC=1OC=CC1C1=CC=CC=C1)(C)C tert-butyldimethyl((3-phenylfuran-2-yl)oxy)silane